5-methoxy-2,2-dimethyl-N-(3-methyl-1-(3-(4-methylpiperazin-1-yl)propyl)-1H-indazol-6-yl)-2H-chromene-6-carboxamide COC1=C2C=CC(OC2=CC=C1C(=O)NC1=CC=C2C(=NN(C2=C1)CCCN1CCN(CC1)C)C)(C)C